1-(3-chloro-4-fluorophenyl)-3-(3-(3-(piperazin-1-yl)quinoxaline-6-carbonyl)phenyl)urea ClC=1C=C(C=CC1F)NC(=O)NC1=CC(=CC=C1)C(=O)C=1C=C2N=C(C=NC2=CC1)N1CCNCC1